ClC=1C=C(C=CC1)[C@H]1[C@@H](CN(CC1)C(=O)C=1C=2N(C=CC1)C=NC2)NC(=O)C=2SC1=C(N2)C=CC=C1 N-((3S,4S)-4-(3-chlorophenyl)-1-(imidazo[1,5-a]pyridine-8-carbonyl)piperidin-3-yl)benzo[d]thiazole-2-carboxamide